(2R)-2-[(5-{[(1S)-1-(5-chloropyridin-2-yl) ethyl] thio}-2-oxo-2,3-dihydro [1,3]thiazolo[4,5-d]pyrimidin-7-yl) amino]-4-methylpentylphosphate ClC=1C=CC(=NC1)[C@H](C)SC=1N=C(C2=C(N1)NC(S2)=O)N[C@@H](COP(=O)([O-])[O-])CC(C)C